NC1=CC(=C2C(=N1)C=C(S2)C2=CC=NN2)NCCN(C(CC=2C=C(C=CC2)C)=O)CC N-(2-((5-amino-2-(1H-pyrazol-5-yl)thieno[3,2-b]pyridin-7-yl)amino)ethyl)-N-ethyl-2-(m-tolyl)acetamide